2-((5-bromo-3-((4-chloro-1-methyl-1H-pyrazol-5-yl)methyl)-1-oxoisoindolin-2-yl)methyl)-5-oxa-7-azaspiro[3.4]octan-6-one BrC=1C=C2C(N(C(C2=CC1)=O)CC1CC2(C1)OC(NC2)=O)CC2=C(C=NN2C)Cl